N-(3-(3'-chloro-6-methoxy-5-((((5-oxopyrrolidin-2-yl)methyl)amino)methyl)-[2,4'-bipyridin]-2'-yl)-2-methylphenyl)-5-(((2-hydroxyethyl)amino)methyl)thiazole-2-carboxamide ClC=1C(=NC=CC1C1=NC(=C(C=C1)CNCC1NC(CC1)=O)OC)C=1C(=C(C=CC1)NC(=O)C=1SC(=CN1)CNCCO)C